diethyl ((6-bromo-2-(isoxazol-3-ylcarbamoyl)quinazolin-7-yl)difluoromethyl)phosphonate BrC=1C=C2C=NC(=NC2=CC1C(F)(F)P(OCC)(OCC)=O)C(NC1=NOC=C1)=O